CC1=C(C=C(C=C1)C(F)(F)F)N1CCN(CC1)C(\C=C/C1=CC=C(C=C1)S(F)(F)(F)(F)F)=O (Z)-1-(4-(2-methyl-5-(trifluoromethyl)-phenyl)piperazin-1-yl)-3-(4-(pentafluoro-λ6-sulfaneyl)phenyl)prop-2-en-1-one